pentan-1-amine C(CCCC)N